(S)-1-[(S)-1-({(2'S)-5-(Dimethylamino)-2'-methyl-3a,4,5,6,7,7a-hexahydrospiro[indene-2,4'-piperidin]-1'-yl}carbonyl)-3-methylbutyl]-3-isobutyl-2-piperazinone CN(C1CC2CC3(C[C@@H](N(CC3)C(=O)[C@H](CC(C)C)N3C([C@@H](NCC3)CC(C)C)=O)C)CC2CC1)C